(5-((4-chloro-5-((3-(2,3-dihydrobenzo[b][1,4]dioxin-6-yl)2-methylbenzyl)oxy)-2-(((S)-3-hydroxypyrrolidin-1-yl)methyl)phenoxy)methyl)nicotinamido)-5-guanidinopentanoic acid ClC1=CC(=C(OCC=2C=NC=C(C(=O)NC(C(=O)O)CCCNC(=N)N)C2)C=C1OCC1=C(C(=CC=C1)C1=CC2=C(OCCO2)C=C1)C)CN1C[C@H](CC1)O